2-(2-Furyl)-2-methylpropane-1,3-diol O1C(=CC=C1)C(CO)(CO)C